IC1=C(NC2=C1C1=C(N(C(N(C1)C1=CC=C(C(=O)O)C=C1)=O)C)C=N2)C2=CC=C(C=C2)CN2CCC(CC2)S(=O)(=O)C 4-(9-iodo-4-methyl-8-(4-((4-(methylsulfonyl)piperidin-1-yl)methyl)phenyl)-3-oxo-1,3,4,7-tetrahydro-2H-pyrrolo[3',2':5,6]pyrido[3,4-d]pyrimidin-2-yl)benzoic acid